(1S,5'S)-5-fluoro-1',5'-dimethylspiro[isoindoline-1,3'-pyrrolidine]-2',3-dione FC=1C=C2C(N[C@]3(C(N([C@H](C3)C)C)=O)C2=CC1)=O